(R)-1-(3-bromo-1-methyl-5-(3-methylmorpholinyl)-1H-pyrazolo[4,3-b]pyridin-7-yl)cyclopropanecarbonitrile BrC1=NN(C=2C1=NC(=CC2C2(CC2)C#N)N2[C@@H](COCC2)C)C